CC1=C(C(NC=C1)=O)C(=O)OC methyl 4-methyl-2-oxo-1,2-dihydropyridine-3-carboxylate